C[Si](CCOC([C@@H](N)CNC(=O)OCC1=CC=CC=C1)=O)(C)C 2-(trimethylsilyl)ethyl-3-{[(benzyloxy)carbonyl]amino}-L-alaninat